3-hydroxy-2-methylpropanoic acid (R)-methyl ester COC(C(CO)C)=O